ClC=1C=CC=2N(C1)C(=CN2)C2=NC(=NC=C2)NC=2C=NC(=CC2)N2CCN(CC2)C 4-(6-Chloroimidazolo[1,2-a]pyridin-3-yl)-N-(6-(4-methylpiperazin-1-yl)pyridin-3-yl)pyrimidin-2-amine